p-chlorobenzoic acid phosphonium salt [PH4+].ClC1=CC=C(C(=O)[O-])C=C1